N-(3-methoxycyclobutyl)-3-(5''-(methylsulfonamido)dispiro[cyclopropane-1,1'-cyclohexane-4',3''-indoline]-1''-carbonyl)benzenesulfonamide COC1CC(C1)NS(=O)(=O)C1=CC(=CC=C1)C(=O)N1CC2(C3=CC(=CC=C13)NS(=O)(=O)C)CCC1(CC2)CC1